3-fluoropyrrolid FC1=C[N-]C=C1